(E)-1-phenyl-8-(4-fluorobenzylidene)-7,8-dihydro-1H-pyrazolo[3,4-D]pyrrolo[1,2-a]pyrimidin-4(6H)-one C1(=CC=CC=C1)N1N=CC2=C1N=C/1N(C2=O)CC\C1=C/C1=CC=C(C=C1)F